BrC=1C=C(C2=C(CCO2)C1)CO (5-Bromo-2,3-dihydro-1-benzofuran-7-yl)methanol